butyl 4-(hydroxymethyl)-4-methylpiperidine-1-carboxylate OCC1(CCN(CC1)C(=O)OCCCC)C